ClC=1C=C2C=CN(C2=CC1)C 5-chloro-1-methylindole